6-[4-(CYCLOPROPYLAMINO)-3-(PROPAN-2-YL)-3H-IMIDAZO[4,5-C]PYRIDIN-6-YL]-1'-(PIPERAZINE-1-CARBONYL)-1-[(1S,3S)-3-(PIPERIDIN-1-YL)CYCLOBUTYL]-1,2-DIHYDROSPIRO[INDOLE-3,4-PIPERIDIN]-2-ONE C1(CC1)NC1=NC(=CC2=C1N(C=N2)C(C)C)C2=CC=C1C(=C2)N(C(C12CCN(CC2)C(=O)N2CCNCC2)=O)C2CC(C2)N2CCCCC2